(R)-N-((3R,5R,6S)-6-methyl-2-oxo-5-phenyl-1-(2,2,2-trifluoroethyl)piperidin-3-yl)-2'-oxo-1',2',6,7-tetrahydro-4H-spiro[benzofuran-5,3'-pyrrolo[2,3-b]pyridine]-2-formamide C[C@H]1[C@H](C[C@H](C(N1CC(F)(F)F)=O)NC(=O)C=1OC2=C(C1)C[C@]1(C(NC3=NC=CC=C31)=O)CC2)C2=CC=CC=C2